ClC=1C=C(C=C(C1F)F)[C@@H]1N(C[C@H](CC1)C)C(C(=O)NC=1C=C(C(=NC1)NC(OC(C)(C)C)=O)C)=O |r| rac-tert-butyl (5-(2-((2R,5S)-2-(3-chloro-4,5-difluorophenyl)-5-methylpiperidin-1-yl)-2-oxoacetamido)-3-methylpyridin-2-yl)carbamate